1,3-bis((R)-1-(5,7-difluoro-3-methylbenzofuran-2-yl)-2,2,2-trifluoroethyl)urea FC=1C=C(C2=C(C(=C(O2)[C@H](C(F)(F)F)NC(=O)N[C@@H](C(F)(F)F)C=2OC3=C(C2C)C=C(C=C3F)F)C)C1)F